(2R)-2-[6-(5-chloro-2-{[(2S)-1-hydroxypropan-2-yl]amino}pyrimidin-4-yl)-4-fluoro-1-oxo-2,3-dihydro-1H-isoindol-2-yl]-N-[(1S)-2-hydroxy-1-(3-methylphenyl)ethyl]propanamide ClC=1C(=NC(=NC1)N[C@H](CO)C)C1=CC(=C2CN(C(C2=C1)=O)[C@@H](C(=O)N[C@H](CO)C1=CC(=CC=C1)C)C)F